[N+](=O)([O-])C=1C=C(C2=C(C=CC3(N(C4=CC=C(C=C4C3(C)C)Cl)C)O2)C1)OC 6-nitro-8-methoxy-5'-chloro-1',3',3'-trimethylspiro[2H-1-benzopyran-2,2'-indoline]